R-(2-(4-(4-fluoro-2-methyl-1H-indol-5-yloxy)-6-methoxyquinolin-7-yloxy)ethyl)-5-azaspiro[2.4]-heptan-7-ol FC1=C2C=C(NC2=CC=C1OC1=CC=NC2=CC(=C(C=C12)OC)OCC[C@H]1CC12CNCC2O)C